NC1C2CN(CC1CC2)C2C(C=CC1=C(C=CC(=C21)F)C#C)(O)C2=CC=1N=C(N=CC1C=N2)OCC21CCCN1CCC2 (8-amino-3-azabicyclo[3.2.1]oct-3-yl)-8-fluoro-2-(((tetrahydro-1H-pyrrolizine-7a(5H)-yl)methoxy)pyrido[4,3-d]pyrimidin-7-yl)-5-ethynylnaphthalen-2-ol